perhydro-1,2-naphthyridine N1NCCC2CCCCC12